CN(S(=O)(=O)NC=1C=C(C=NC1OCCCN1CCOCC1)C1=CC=2C3=C(C=NC2C=C1)N(C(C31CCC1)=O)C)C 8'-{5-[(Dimethylsulfamoyl)amino]-6-[3-(morpholin-4-yl)propoxy]pyridin-3-yl}-3'-methyl-2',3'-dihydrospiro[cyclobutane-1,1'-pyrrolo[2,3-c]quinoline]-2'-one